C[C@@H]1CC[C@H](N(C1)C(C(=O)NC1=NC=CC=C1C(=O)N)=O)C=1C=C2C(NCC2=CC1)=O [[2-[(2S,5R)-5-methyl-2-(3-oxoisoindolin-5-yl)-1-piperidyl]-2-oxo-acetyl]amino]pyridine-3-carboxamide